(4-(5-(isoxazol-4-yl)benzo[d]oxazol-2-yl)pyridin-2-yl)methanone O1N=CC(=C1)C=1C=CC2=C(N=C(O2)C2=CC(=NC=C2)C=O)C1